N-[3-[2-(2-fluoro-4-pyridyl)-4-pyridyl]-4-methyl-phenyl]-5-(trifluoromethyl)pyridazine-3-carboxamide FC1=NC=CC(=C1)C1=NC=CC(=C1)C=1C=C(C=CC1C)NC(=O)C=1N=NC=C(C1)C(F)(F)F